4-[(5R)-5-(3,5-dichloro-4-fluoro-phenyl)-5-(trifluoromethyl)-4H-isoxazol-3-yl]-N-[(4S)-2-ethyl-3-oxo-isoxazolidin-4-yl]-2-methyl-benzamide ClC=1C=C(C=C(C1F)Cl)[C@]1(CC(=NO1)C1=CC(=C(C(=O)N[C@@H]2C(N(OC2)CC)=O)C=C1)C)C(F)(F)F